The molecule is an aminopyrimidine, the structure of which is that of trimethoprim (pyrimidine 2,4-diamine and 1,2,3-trimethoxybenzene moieties linked by a methylene bridge) carrying a 6-hydroxy substituent. It is an aminopyrimidine and a hydroxypyrimidine. It derives from a trimethoprim. COC1=CC(=CC(=C1OC)OC)CC2=C(N=C(NC2=O)N)N